tert-butyl 4-carbamoyl-4-(pyridine-2-yl)piperidine-1-carboxylate C(N)(=O)C1(CCN(CC1)C(=O)OC(C)(C)C)C1=NC=CC=C1